O1[C@@H](CN(CCC1)C(=O)OC(C)(C)C)C(=O)OC 4-tert-Butyl 2-methyl (2S)-1,4-oxazepane-2,4-dicarboxyLate